O1C=CC2=C1C=CC=C2C2(CC(C2)C=O)C#N 1-(benzofuran-4-yl)-3-formylcyclobutane-1-carbonitrile